7-(5-(2,4-dimethylpyridin-3-yl)-1H-pyrrolo[2,3-b]pyridin-3-yl)spiro[chromane-2,4'-piperidin]-4-one CC1=NC=CC(=C1C=1C=C2C(=NC1)NC=C2C2=CC=C1C(CC3(CCNCC3)OC1=C2)=O)C